CC(C1=CC=CC=C1)(C)C1=C(C=CC(=C1)C(C1=CC=CC=C1)(C)C)O 2,4-bis(α,α-dimethyl-benzyl)phenol